2-(3,5-dimethylpiperazin-1-yl)acetamide (S)-ethyl-6-(bromomethyl)-4-(3-fluoro-2-methylphenyl)-2-(thiazol-2-yl)-1,4-dihydropyrimidine-5-carboxylate C(C)OC(=O)C=1[C@@H](N=C(NC1CBr)C=1SC=CN1)C1=C(C(=CC=C1)F)C.CC1CN(CC(N1)C)CC(=O)N